(azetidin-3-ylmethyl)dimethylphosphine trifluoroacetate salt FC(C(=O)O)(F)F.N1CC(C1)CP(C)C